FCCOCCOCCN(C1=CC=C2C=3C=CC(=CC3NC2=C1)O)C 7-((2-(2-(2-fluoroethoxy)ethoxy)ethyl)(methyl)amino)-9H-carbazol-2-ol